tert-Butyl 4-{[(4R)-4-azido-1-{[1-(4-methoxyphenyl)cyclopentyl]carbonyl}-D-prolyl]amino}-1H-indazole-1-carboxylate N(=[N+]=[N-])[C@@H]1C[C@@H](N(C1)C(=O)C1(CCCC1)C1=CC=C(C=C1)OC)C(=O)NC1=C2C=NN(C2=CC=C1)C(=O)OC(C)(C)C